N-((4-chloro-2,6-diisopropylphenyl)carbamoyl)quinoline-3-sulfonamide ClC1=CC(=C(C(=C1)C(C)C)NC(=O)NS(=O)(=O)C=1C=NC2=CC=CC=C2C1)C(C)C